tert-butyl (2R,3S,4S)-4-[(tert-butoxycarbonyl)oxy]-3-({[2-(3H-imidazol-4-yl)ethyl]carbamoyl}oxy)-2-[(4-methoxyphenyl)methyl]pyrrolidine-1-carboxylate C(C)(C)(C)OC(=O)O[C@@H]1[C@H]([C@H](N(C1)C(=O)OC(C)(C)C)CC1=CC=C(C=C1)OC)OC(NCCC=1NC=NC1)=O